3-sulfopropyl-trimethoxysilane S(=O)(=O)(O)CCC[Si](OC)(OC)OC